NCC=1C(=NC(=CC1)F)C1C(NC(CC1)=O)=O 3-(3-(Aminomethyl)-6-fluoropyridin-2-yl)piperidine-2,6-dione